C1(=CC=C(C=C1)CC=1C(=CSC1Br)C(=O)OC)C1=CC=CC=C1 methyl 4-([1,1'-biphenyl]-4-ylmethyl)-5-bromothiophene-3-carboxylate